methyl 3-(N-(2-(3,3-difluoropiperidin-1-yl)-5-(methylsulfonyl) phenyl) sulfamoyl)-4-ethylbenzoate FC1(CN(CCC1)C1=C(C=C(C=C1)S(=O)(=O)C)NS(=O)(=O)C=1C=C(C(=O)OC)C=CC1CC)F